2-(6-(4-chloro-1-((4'-cyano-[1,1'-biphenyl]-4-yl)methyl)-1H-indazole-7-carboxamido)spiro[3.3]heptan-2-yl)acetic acid ClC1=C2C=NN(C2=C(C=C1)C(=O)NC1CC2(CC(C2)CC(=O)O)C1)CC1=CC=C(C=C1)C1=CC=C(C=C1)C#N